(S)-2-{[7-(2-chlorobenzyloxy)benzo[d][1,3]dioxol-4-yl]methylamino}propanamide ClC1=C(COC2=CC=C(C3=C2OCO3)CN[C@H](C(=O)N)C)C=CC=C1